CC=1C(=C(C(=O)OC)C=CC1Cl)Cl methyl 3-methyl-2,4-dichlorobenzoate